ClCC1=NC=2C(=NC(=CC2)C(=O)OCC)N1CC1(CC1)CF Ethyl 2-(chloromethyl)-3-((1-(fluoromethyl)cyclopropyl)methyl)-3H-imidazo[4,5-b]pyridine-5-carboxylate